C(C)(=O)C=1C2=C(C(=NC1)N)C(=NN2[C@@H]2CN(CC2)C(C=C)=O)C#CC=2C=CC=1C(=NSC1)C2 (S)-1-(3-(7-acetyl-4-amino-3-(benzo[c]isothiazol-6-ylethynyl)-1H-pyrazolo[4,3-c]pyridin-1-yl)pyrrolidin-1-yl)prop-2-en-1-one